(3R)-1-[2-(2-chlorophenyl)-3-(4-chlorophenyl)-5-[[2-(dimethylamino)-2-oxo-ethyl]-methyl-amino]pyrazolo[1,5-a]pyrimidin-7-yl]piperidine-3-carboxamide ClC1=C(C=CC=C1)C1=NN2C(N=C(C=C2N2C[C@@H](CCC2)C(=O)N)N(C)CC(=O)N(C)C)=C1C1=CC=C(C=C1)Cl